tri-n-butyl(cyclopropyl)tin C(CCC)[Sn](C1CC1)(CCCC)CCCC